bisindene carbonate C(O)(O)=O.C1C=CC2=CC=CC=C12.C1C=CC2=CC=CC=C12